(S)-2-(2-ethyl-7-(3-methyl-1H-pyrrolo[2,3-b]pyridin-5-yl)-3-oxo-1,2,3,4-tetrahydroisoquinolin-5-yl)pyrrolidine-1-carboxylic acid tert-butyl ester C(C)(C)(C)OC(=O)N1[C@@H](CCC1)C1=C2CC(N(CC2=CC(=C1)C=1C=C2C(=NC1)NC=C2C)CC)=O